(S)-methyl 2-((S)-2-(7-chloro-1H-benzo[d]imidazole-2-carboxamido)-4-methylpentanamido)-3-((S)-2-oxopyrrolidin-3-yl)propanoate ClC1=CC=CC2=C1NC(=N2)C(=O)N[C@H](C(=O)N[C@H](C(=O)OC)C[C@H]2C(NCC2)=O)CC(C)C